C1(=CC=CC=C1)NC(NC1=CC=CC=C1)=N diphenyl-guanidine